C1(CC1)C1=C(C=2C(=NC=CC2)N1C)C(=O)C1=CC(=C(C(=C1)Cl)O)Cl (2-cyclopropyl-1-methyl-1H-pyrrolo[2,3-b]pyridin-3-yl)(3,5-dichloro-4-hydroxyphenyl)methanone